ClC1=C(C=CC(=C1)C)C1=CC2=C(N(C=N2)CC2=CC(=CC=C2)Cl)C(=C1)C(=O)O 5-(2-chloro-4-methylphenyl)-1-(3-chlorobenzyl)-1H-benzo[d]imidazole-7-carboxylic acid